NC1=NC(N(C=C1F)[C@@H]1O[C@]([C@H](C1)O)(C=C=C)CO)=O 4-amino-5-fluoro-1-[(2R,4S,5R)-4-hydroxy-5-(hydroxymethyl)-5-(propa-1,2-dien-1-yl)oxolan-2-yl]pyrimidin-2-one